4-(1-((cyclopentylmethyl)amino)ethyl)isoquinolin-1(2H)-one C1(CCCC1)CNC(C)C1=CNC(C2=CC=CC=C12)=O